diethoxy-3-glycidoxypropyl-methylsilane C(C)O[Si](C)(CCCOCC1CO1)OCC